imidazo(4,5-D)pyridin-2-amine N1C(=NC=2C1=CC=NC2)N